ClC/C=C/C(=O)NC1=C(C=C(C=C1F)C(=O)C1=CC=C2C(=CC=CN12)C1=C(C2=C(N(C(=N2)C)C)C=C1C(F)(F)F)OC)F (E)-4-chloro-N-(2,6-difluoro-4-(8-(4-methoxy-1,2-dimethyl-6-(trifluoromethyl)-1H-benzo[d]imidazol-5-yl)indolizine-3-carbonyl)phenyl)but-2-enamide